OC[C@H](C=1C=C(C=CC1)C)NC([C@@H](C)N1C(C=2N(CC1)C=C(C2)C2=NC(=NC=C2C)NC2=CC=NN2C)=O)=O (R)-N-((S)-2-Hydroxy-1-(m-tolyl)ethyl)-2-(7-(5-methyl-2-((1-methyl-1H-pyrazol-5-yl)amino)pyrimidin-4-yl)-1-oxo-3,4-dihydropyrrolo[1,2-a]pyrazin-2(1H)-yl)propanamide